vinyl-oxazolidine-2,4-dione C(=C)N1C(OCC1=O)=O